4-((R)-3-((cyclopropylmethyl)amino)piperidin-1-yl)-1-(1-(4-(6-((S)-3-methylpyrrolidin-1-yl)pyrazin-2-yl)-1H-1,2,3-triazol-1-yl)ethyl)pyridin-2(1H)-one C1(CC1)CN[C@H]1CN(CCC1)C1=CC(N(C=C1)C(C)N1N=NC(=C1)C1=NC(=CN=C1)N1C[C@H](CC1)C)=O